O1[C@H](COCC1)CN1N=C2C3=C(CC4(C2=C1)CC4)OC(=C3C)C(=O)NCC3=NN(C=C3)C 2'-[(2S)-1,4-dioxan-2-ylmethyl]-8'-methyl-N-[(1-methyl-1H-pyrazol-3-yl)methyl]-2',5'-dihydrospiro[cyclopropane-1,4'-furo[2,3-g]indazole]-7'-carboxamide